NCCN1C=C2C(=NC=3C=C(C=CC3C2=C1)C1=CC=NN1)N 2-(2-aminoethyl)-7-(1H-pyrazol-5-yl)-2H-pyrrolo[3,4-c]Quinolin-4-amine